4-Bromo-1-methyl-1H-indole BrC1=C2C=CN(C2=CC=C1)C